ClC=1C(=C(C=CC1)NC1=NC=NC2=CC(=C(C=C12)[N+](=O)[O-])C#CC1(CN(CC1)C)C(F)(F)F)F N-(3-chloro-2-fluorophenyl)-7-((1-methyl-3-(trifluoromethyl)pyrrolidin-3-yl)ethynyl)-6-nitroquinazolin-4-amine